[C@H]12NC[C@H]([C@@H]1N1C(=CC=3C(=NC=4C(=C(C(=CC4C31)CCC#N)C3=C(C(=CC=C3)Cl)Cl)F)C)[C@@H](C)C=3SC=C(N3)C(=O)N)C2 ((1R)-1-(1-((1R,4R,5S)-2-azabicyclo[2.1.1]hexane-5-yl)-8-(2-cyanoethyl)-7-(2,3-dichlorophenyl)-6-fluoro-4-methyl-1H-pyrrolo[3,2-c]quinolin-2-yl)ethyl)thiazole-4-carboxamide